C(C1=CC=CC=C1)OC=1C(=CC2=C(NC([C@H]3N(C2=O)C[C@H](C3)C(F)(F)F)=O)C1)OC (2S,11aS)-8-(benzyloxy)-7-methoxy-2-(trifluoromethyl)-1,2,3,11a-tetrahydro-5H-benzo[e]pyrrolo[1,2-a][1,4]diazepine-5,11(10H)-dione